FC=1C=C2C(C=C(OC2=CC1)C(=O)NCC(CC)C)=O 6-fluoro-N-(2-methylbutyl)-4-oxo-4H-chromene-2-carboxamide